4-Benzyl-1-{4-[5-(3-chloro-4-isobutylphenyl)-[1,2,4]-oxadiazol-3-yl]benzyl}-piperidine-4-carboxylic acid C(C1=CC=CC=C1)C1(CCN(CC1)CC1=CC=C(C=C1)C1=NOC(=N1)C1=CC(=C(C=C1)CC(C)C)Cl)C(=O)O